C(C1=CC=CC=C1)C1CC(C(N1)=O)CC(CO)NC([C@H](CC1CCCCC1)NC(OCC1=CC(=CC=C1)Cl)=O)=O 3-Chlorobenzyl ((2S)-1-((1-(5-benzyl-2-oxopyrrolidin-3-yl)-3-hydroxypropan-2-yl)amino)-3-cyclohexyl-1-oxopropan-2-yl)carbamate